4-(3-bromophenyl)tetrahydro-2H-thiopyran-4-carboxylic acid 1,1-dioxide BrC=1C=C(C=CC1)C1(CCS(CC1)(=O)=O)C(=O)O